C(CCCCCCCCC)(=O)OCCCCCCCCCCCCCCCC Cetyl n-decanoate